tert-butyl ((8-((5-((1s,3s)-3-methyl-1-(4-methyl-4H-1,2,4-triazol-3-yl)cyclobutyl)pyridin-3-yl)carbamoyl)-[1,2,4]triazolo[1,5-a]pyridin-6-yl)methyl)(1-methylcyclopropyl)carbamate CC1CC(C1)(C1=NN=CN1C)C=1C=C(C=NC1)NC(=O)C=1C=2N(C=C(C1)CN(C(OC(C)(C)C)=O)C1(CC1)C)N=CN2